arabinosyl monophosphate P(=O)(OC1[C@@H](O)[C@H](O)[C@H](O)CO1)([O-])[O-]